ClC1=CN=C2C(=N1)N(N=C2C)CC2=CC=C(C=C2)OC 6-chloro-1-(4-methoxybenzyl)-3-methyl-1H-pyrazolo[3,4-b]pyrazine